(R)-1-acetylpyrrolidin-3-ylmethanesulfonate C(C)(=O)N1C[C@@H](CC1)CS(=O)(=O)[O-]